COC=1C=C2CCN(CC2=CC1NC1=NC2=CC(=CC=C2C=N1)NC1=CC=CC(=N1)C#N)C 6-({2-[(6-methoxy-2-methyl-1,2,3,4-tetrahydroisoquinolin-7-yl)amino]quinazolin-7-yl}amino)pyridine-2-carbonitrile